4-(7-methoxy-5-methyl-2-oxo-1,2,4,5-tetrahydro-benzo[d][1,3]diazepin-3-yl)-piperidine COC1=CC2=C(NC(N(CC2C)C2CCNCC2)=O)C=C1